FC1(C(=O)OC(C1)C)F α,α-difluoro-γ-valerolactone